P(=O)(O[Si](C)(C)C)(O[Si](C)(C)C)Cl bis(trimethylsilyl) monochlorophosphate